FC1=C(C=CC(=C1)CCO)NC(=O)C1=CN=C(N1)C=1N(C=NC1C1=CC=C(C=C1)F)OC N-(2-fluoro-4-(2-hydroxyethyl)phenyl)-5'-(4-fluorophenyl)-3'-methoxy-1H,3'H-[2,4'-biimidazole]-5-carboxamide